ClC1=CC=C(C=C1)N1CCN(CC1)C(C1=CC=C(S1)C(C)=O)C1=C(C=CC=C1)O 1-(5-((4-(4-chlorophenyl)piperazin-1-yl)(2-hydroxyphenyl)methyl)thiophen-2-yl)ethanone